3-(6-(4-Aminopiperidin-1-yl)-5-fluoropyridin-3-yl)piperidine-2,6-dione NC1CCN(CC1)C1=C(C=C(C=N1)C1C(NC(CC1)=O)=O)F